1-(1-(quinazolin-2-ylmethyl)piperidin-4-yl)ethan-1-one N1=C(N=CC2=CC=CC=C12)CN1CCC(CC1)C(C)=O